rac-tert-butyl (2R,3R)-3-((2-chloro-4-(N-(2,4-dimethoxybenzyl)-N-(thiazol-4-yl)sulfamoyl)-5-fluorophenyl)amino)-2-methylpyrrolidine-1-carboxylate ClC1=C(C=C(C(=C1)S(N(C=1N=CSC1)CC1=C(C=C(C=C1)OC)OC)(=O)=O)F)N[C@H]1[C@H](N(CC1)C(=O)OC(C)(C)C)C |r|